1-benzyl 4-(tert-butyl) (((9H-fluoren-9-yl)methoxy)carbonyl)-D-aspartate C1=CC=CC=2C3=CC=CC=C3C(C12)COC(=O)N[C@H](CC(=O)OC(C)(C)C)C(=O)OCC1=CC=CC=C1